tri-ammonia nitrogen [N].N.N.N